1,1-diChlorocycloheptatriene ClC1(C=CC=CC=C1)Cl